3-cyano-3-(4-(1-(4-(trifluoromethoxy)phenyl)-1H-1,2,4-triazol-3-yl)phenyl)propionic acid C(#N)C(CC(=O)O)C1=CC=C(C=C1)C1=NN(C=N1)C1=CC=C(C=C1)OC(F)(F)F